C1NCC(C2=CC=CC=C12)O 1,2,3,4-tetrahydro-4-isoquinolinol